(4E,6E)-oct-4,6-dien-1-ol C(CC\C=C\C=C\C)O